FC1=C(C=C(C=C1)N1C(=C(C2=CC(=CC=C12)OCOC)C=C)C1CCOCC1)C 1-(4-fluoro-3-methylphenyl)-5-(methoxymethyloxy)-2-(tetrahydro-2H-pyran-4-yl)-3-vinyl-1H-indole